FC=1C=C(CN(C(OC(C)(C)C)=O)C)C=C(C1B1OC(C(O1)(C)C)(C)C)C tert-Butyl 3-fluoro-5-methyl-4-(4,4,5,5-tetramethyl-1,3,2-dioxaborolan-2-yl)benzyl(methyl)carbamate